C(C)OC(\C=C/1\C[C@H](N(CC1)C(=O)OC(C)(C)C)C)=O tert-Butyl (R,E)-4-(2-ethoxy-2-oxoethylidene)-2-methylpiperidine-1-carboxylate